[N+](=O)([O-])C1=CC=C(C=C1)C1=C(C=C(N1)C1=CC=C(C=C1)C(F)(F)F)C=O (5-(4-nitrophenyl)-2-(4-(trifluoromethyl)phenyl)Azol-4-yl)methanone